CCC(CC)C(=O)OOC(C)(C)C tert-Butyl peroxydiethylacetate